BrC=1C=CC(=NC1)C(C(C)C)NC=O N-(1-(5-bromopyridin-2-yl)-2-methylpropyl)formamide